4-methoxy-3-{2-[3-(trifluoromethyl)-1H-pyrazole-1-yl]ethyl}benzo[d]thiazole-2(3H)-one COC1=CC=CC2=C1N(C(S2)=O)CCN2N=C(C=C2)C(F)(F)F